S1C2=C(C=C1)C=CC(=C2)C=2N=C(NC2)C2N(CCCC2)C(C(C)SC)=O 1-(2-(4-(Benzo[b]thiophen-6-yl)-1H-imidazol-2-yl)piperidin-1-yl)-2-(methylsulfanyl)propan-1-one